[Si](C)(C)(C(C)(C)C)OC1=CC(=C(C=C1)B(O)O)OC (4-[[TERT-BUTYL(DIMETHYL)SILYL]OXY]-2-METHOXYPHENYL)BORONIC ACID